(2s,4s)-4-(4-(3-acetamido-1H-indazol-6-yl)-1H-1,2,3-triazol-1-yl)-N-(2,4-dichlorophenyl)pyrrolidine-2-carboxamide C(C)(=O)NC1=NNC2=CC(=CC=C12)C=1N=NN(C1)[C@H]1C[C@H](NC1)C(=O)NC1=C(C=C(C=C1)Cl)Cl